[(2R)-4-[3-amino-6-(2-hydroxyphenyl)pyridazin-4-yl]-2-methyl-piperazin-1-yl]-pyrimidin-4-yl-methanone NC=1N=NC(=CC1N1C[C@H](N(CC1)C(=O)C1=NC=NC=C1)C)C1=C(C=CC=C1)O